tert-butyl (R)-(2-(6,7-dichloro-1-methyl-1,3,4,5-tetrahydro-2H-pyrido[4,3-b]indol-2-yl)-2-oxoethyl)carbamate ClC1=C(C=CC=2C3=C(NC12)CCN([C@@H]3C)C(CNC(OC(C)(C)C)=O)=O)Cl